FC1([C@@H]([C@H](CCC1)N1CCN(CC1)C(C)C)NC(=O)N1CCC(CC1)(C)C1=NOC(=N1)[C@H]1[C@H](C1)F)F N-{(1r,6s)-2,2-difluoro-6-[4-(propan-2-yl)piperazin-1-yl]cyclohexyl}-4-{5-[(1s,2s)-2-fluorocyclopropyl]-1,2,4-oxadiazol-3-yl}-4-methylpiperidine-1-carboxamide